CC1=NC(=CC=C1NC1CC2(C1)CC(C2)N)N2CC1(C2)CCOCC1 N2-(2-methyl-6-(7-oxa-2-azaspiro[3.5]nonan-2-yl)pyridin-3-yl)spiro[3.3]heptane-2,6-diamine